N,N-dimethylacetamide 2,2,2-trifluoroacetate FC(C(=O)O)(F)F.CN(C(C)=O)C